N-((R)-1,1,1-trifluoropropan-2-yl)-5-(2-(((R)-1,1,1-trifluoropropan-2-yl)amino)-7H-pyrrolo[2,3-d]pyrimidin-5-yl)pyrazolo[1,5-a]pyridine-3-carboxamide FC([C@@H](C)NC(=O)C=1C=NN2C1C=C(C=C2)C2=CNC=1N=C(N=CC12)N[C@@H](C(F)(F)F)C)(F)F